C1(=CC(=CC=C1)NC([C@H](CO)NC(CS)=O)=O)NC([C@H](CO)NC(CS)=O)=O (2S,2'S)-N,N'-(1,3-phenylene)bis(3-hydroxy-2-(2-mercaptoacetamido)propanamide)